C(C)S(=O)(=O)C1=CC=C(CNC(=O)C2=CC3=C(N(C(=N3)C(F)(F)F)CC3CCN(CC3)C3=NC=C(C=N3)F)C=C2)C=C1 N-(4-(ethylsulfonyl)benzyl)-1-((1-(5-fluoropyrimidin-2-yl)piperidin-4-yl)methyl)-2-(trifluoromethyl)-1H-benzo[d]imidazole-5-carboxamide